(±)-trans-N-[trans-3-(4-fluorophenoxy)cyclobutyl]-4-phenylpyrrolidine-3-carboxamide FC1=CC=C(O[C@@H]2C[C@H](C2)NC(=O)[C@@H]2CNC[C@H]2C2=CC=CC=C2)C=C1 |r|